3-(tert-butoxycarbonylamino)propyl (4-nitrophenyl) carbonate C(OCCCNC(=O)OC(C)(C)C)(OC1=CC=C(C=C1)[N+](=O)[O-])=O